1-(2-(2-hydroxyacetamido)ethyl)-2,4,6-trimethylpyridin-1-ium OCC(=O)NCC[N+]1=C(C=C(C=C1C)C)C